C1(CCCC1)C(C(=O)O)O 2-CYCLOPENTYL-2-HYDROXYACETIC ACID